ON1C(CCCCC1)=O R and S-Hydroxyazepan-2-One